O[C@@H]1C[C@H](N(C1)C([C@H](C(C)(C)C)NC(CCCCCCCCCCC(=O)O)=O)=O)C(NCC1=C(C=C(C=C1)C1=C(N=CS1)C)O)=O 12-(((S)-1-((2S,4R)-4-hydroxy-2-((2-hydroxy-4-(4-methylthiazol-5-yl)benzyl)carbamoyl)pyrrolidin-1-yl)-3,3-dimethyl-1-oxobutan-2-yl)amino)-12-oxododecanoic acid